(S)-N-(7-chloro-6-(4-((3S,4S)-4-hydroxy-3-methyltetrahydrofuran-3-yl)piperazin-1-yl)isoquinolin-3-yl)-7-oxaspiro[3.5]nonane-1-carboxamide ClC1=C(C=C2C=C(N=CC2=C1)NC(=O)[C@H]1CCC12CCOCC2)N2CCN(CC2)[C@]2(COC[C@H]2O)C